4-amino-N-(6-((1-cyclopropyl-1H-pyrazol-4-yl)ethynyl)-2,3-dihydrobenzofuran-3-yl)-N,1,7-trimethyl-1H-pyrazolo[4,3-c]quinoline-8-carboxamide NC1=NC=2C=C(C(=CC2C2=C1C=NN2C)C(=O)N(C)C2COC1=C2C=CC(=C1)C#CC=1C=NN(C1)C1CC1)C